5-amino-2-Fluorophenol NC=1C=CC(=C(C1)O)F